(E)-2-(2-aminopyrimidin-5-yl)-3-(3-(3,5-bis(trifluoromethyl)phenyl)-1H-1,2,4-triazol-1-yl)acrylamide NC1=NC=C(C=N1)/C(/C(=O)N)=C\N1N=C(N=C1)C1=CC(=CC(=C1)C(F)(F)F)C(F)(F)F